FC(C(=O)O)(F)F.OC1CN(C1)C(CN1N=CC2=NC=C(C=C21)C2=CC(=CC=C2)C(F)(F)F)=O 1-(3-hydroxyazetidin-1-yl)-2-[6-[3-(trifluoromethyl)phenyl]pyrazolo[4,3-b]pyridin-1-yl]ethanone trifluoroacetate salt